1-(4-(6-((4-(imidazo[1,2-a]pyridin-3-yl)pyrimidin-2-yl)amino)pyridin-3-yl)-1,4-diazepan-1-yl)ethan-1-one N=1C=C(N2C1C=CC=C2)C2=NC(=NC=C2)NC2=CC=C(C=N2)N2CCN(CCC2)C(C)=O